2-(1-((1R,2S,5R)-2-isopropyl-5-methylcyclohexyl)-1H-1,2,3-triazole-4-yl)pyridine C(C)(C)[C@H]1[C@@H](C[C@@H](CC1)C)N1N=NC(=C1)C1=NC=CC=C1